(1R*,5S*)-(2RS)-N-(Benzo[d]oxazol-5-ylmethyl)-N-(4,4-dimethylcyclohexyl)-3-tosyl-3-azabicyclo[3.1.0]hexane-2-carboxamide O1C=NC2=C1C=CC(=C2)CN(C(=O)[C@H]2[C@@H]1C[C@@H]1CN2S(=O)(=O)C2=CC=C(C)C=C2)C2CCC(CC2)(C)C |&1:13,o1:14,16|